N-(3-(difluoromethyl)-1-methyl-1H-pyrazol-5-yl)-2-(trifluoromethyl)nicotinamide FC(C1=NN(C(=C1)NC(C1=C(N=CC=C1)C(F)(F)F)=O)C)F